2,3,5,6-tetramethylbenzenesulfonamide CC1=C(C(=C(C=C1C)C)C)S(=O)(=O)N